OC=1C(=NC=C(C=O)C1)[N+](=O)[O-] 5-HYDROXY-6-NITRONICOTINALDEHYDE